C1(CC1)CN1C[C@H](CC1)OC1=C(N)C(=CC=C1)F (S)-2-((1-(cyclopropylmethyl)pyrrolidin-3-yl)oxy)-6-fluoroaniline